C(C)(C)(C)CC(CC(=O)[O-])=O.C(C)(C)(C)CC(CC(=O)[O-])=O.C(C)(C)(C)CC(CC(=O)[O-])=O.[Fe+3] iron (III) tris(tert-butylacetoacetate)